CC1(C=NC2=CC=CC=C12)C 3,3-dimethylindole